O(P([O-])OP([O-])[O-])C1=C(C=C(C=C1)C1=CC=CC=C1)C1=C(C=C(C=C1)C(C)(C)C)C(C)(C)C (2,4-di-t-butylphenyl)-4,4'-biphenylyl diphosphite